BrC1=CC(=C(C=C1)\C(\C)=N\[S@](=O)C(C)(C)C)OCOC (NE,R)-N-[1-[4-bromo-2-(methoxymethoxy)phenyl]ethylidene]-2-methyl-propane-2-sulfinamide